NC1=C(C=C(C=N1)NC(C(=O)N1C(CN(C(C1)C)CC(C)C)C1=CC=C(C=C1)F)=O)C N-(6-amino-5-methylpyridin-3-yl)-2-(2-(4-fluorophenyl)-4-isobutyl-5-methylpiperazin-1-yl)-2-oxoacetamide